1-[3-(5-chloro-2-methoxyphenyl)-1,2,4-oxadiazol-5-yl]-6-azaspiro[2.5]octane-6-sulfonamide ClC=1C=CC(=C(C1)C1=NOC(=N1)C1CC12CCN(CC2)S(=O)(=O)N)OC